FC1=CC=CC(=N1)C=1CCN(CC1)C(=O)OC(C)(C)C tert-Butyl 6-fluoro-3',6'-dihydro-[2,4'-bipyridine]-1'(2'H)-carboxylate